tert-butyl N-[2-[2-(2-iodanylethoxy)ethoxy]ethyl]-N-[4-[4-(6-methoxyimidazo[1,2-a]pyridin-2-yl)phenyl]pyridin-2-yl]carbamate ICCOCCOCCN(C(OC(C)(C)C)=O)C1=NC=CC(=C1)C1=CC=C(C=C1)C=1N=C2N(C=C(C=C2)OC)C1